(R)-3-(5-(1-phenyl-2,3-dihydro-1H-benzo[d]pyrrolo[1,2-a]imidazol-7-yl)pyrimidin-2-yl)oxetan-3-ol C1(=CC=CC=C1)[C@H]1CCC=2N1C1=C(N2)C=CC(=C1)C=1C=NC(=NC1)C1(COC1)O